7-(benzo[d][1,3]dioxol-5-yl)-1-phenyl-2,3-dihydro-1H-benzo[d]pyrrolo[1,2-a]imidazole O1COC2=C1C=CC(=C2)C2=CC1=C(N=C3N1C(CC3)C3=CC=CC=C3)C=C2